1-(4-chlorophenyl)-N-(5-cyclopropyl-1-(1H-tetrazol-5-yl)piperidin-3-yl)cyclopropane-1-carboxamide ClC1=CC=C(C=C1)C1(CC1)C(=O)NC1CN(CC(C1)C1CC1)C1=NN=NN1